N-(2,4-difluoro-3-(5-(2-methoxyphenyl)-1H-pyrrolo[2,3-b]pyridine-3-carbonyl)phenyl)propane-1-sulfonamide FC1=C(C=CC(=C1C(=O)C1=CNC2=NC=C(C=C21)C2=C(C=CC=C2)OC)F)NS(=O)(=O)CCC